N1=CC=C(C=C1)C1=CN=C2C(=N1)N(C(CN2)=O)CCC2CCOCC2 7-(pyridin-4-yl)-1-(2-(tetrahydro-2H-pyran-4-yl)ethyl)-3,4-dihydropyrazino[2,3-b]pyrazin-2(1H)-one